p-phenyl-(phenylthio)biphenyl sulfonium hexafluoroantimonate F[Sb-](F)(F)(F)(F)F.[SH3+].C1(=CC=CC=C1)C1=CC(=C(C=C1)C1=CC=CC=C1)SC1=CC=CC=C1